FC1=C(C=CC(=C1)F)S(=O)(=O)N1CCC(CC1)C(=O)NC=1SC2=C(N1)C=C(C=C2C)C 1-((2,4-Difluorophenyl)sulfonyl)-N-(5,7-dimethylbenzo[d]thiazol-2-yl)piperidine-4-carboxamide